fluoropalladium F[Pd]